N[C@@H]1CN(CC[C@H]1CC(C)(C)C)C(=O)C=1C=2N(C=CC1)C=NC2 ((3S,4R)-3-amino-4-neopentylpiperidin-1-yl)(imidazo[1,5-a]pyridin-8-yl)methanone